[N+](=[N-])=CC(CC[C@@H](C(=O)OC(C([2H])([2H])[2H])C([2H])([2H])[2H])NC(COCC)=O)=O propan-2-yl-1,1,1,3,3,3-d6 (S)-6-diazo-2-(2-ethoxyacetamido)-5-oxohexanoate